7,8-difluoroquinoline-3-carboxamide FC1=CC=C2C=C(C=NC2=C1F)C(=O)N